ClC1=C(C(=NN1CC1=C(C=C(C=C1)F)F)C(=O)O)CCNC(C(F)F)C 5-Chloro-1-(2,4-difluorobenzyl)-4-(2-((1,1-difluoropropan-2-yl)amino)ethyl)-1H-pyrazole-3-Carboxylic acid